2-Acetyl-7-((3,4-difluoro-benzyl)oxy)-3,4,11,11a-tetrahydro-1H-pyrazino[1',2':3,4]imidazo[1,2-c]pyrimidin-9(2H)-one C(C)(=O)N1CC2N(C=3N(C(N=C(C3)OCC3=CC(=C(C=C3)F)F)=O)C2)CC1